tert-butyl (S)-3-(3-chloro-2-methylphenyl)-3-((1'-methyl-2'-oxospiro[cyclopropane-1,3'-indolin]-6'-yl)amino)pyrrolidine-1-carboxylate ClC=1C(=C(C=CC1)[C@@]1(CN(CC1)C(=O)OC(C)(C)C)NC1=CC=C2C3(C(N(C2=C1)C)=O)CC3)C